FC(C(CCCCC)S(=O)(=O)O)(F)F.FC(C(CCCCC)S(=O)(=O)O)(F)F.C1(O)=CC=C(O)C=C1 hydroquinone bis(1-trifluoromethyl hexanesulfonate)